The molecule is a sialotriaosylceramide that is ganglioside GM2 (18:0) in which the carboxy function of the sialic acid residue has been converted into an N-methylcarboxamide. It is a sialotriaosylceramide and a dicarboxylic acid diamide. It derives from a ganglioside GM2 (18:0). CCCCCCCCCCCCCCCCCC(=O)N[C@@H](CO[C@H]1[C@@H]([C@H]([C@@H]([C@H](O1)CO)O[C@H]2[C@@H]([C@H]([C@H]([C@H](O2)CO)O[C@H]3[C@@H]([C@H]([C@H]([C@H](O3)CO)O)O)NC(=O)C)O[C@@]4(C[C@@H]([C@H]([C@@H](O4)[C@@H]([C@@H](CO)O)O)NC(=O)C)O)C(=O)NC)O)O)O)[C@@H](/C=C/CCCCCCCCCCCCC)O